C1C(=CC2=CC=CC=C12)C(=O)O 2-indenecarboxylic acid